O8-tert-butyl O2-ethyl 4-oxo-3,8-diazabicyclo[3.2.1]octane-2,8-dicarboxylate O=C1NC(C2CCC1N2C(=O)OC(C)(C)C)C(=O)OCC